4-methylquinuclidin-3-one CC12C(CN(CC1)CC2)=O